tetramethylazetidine CC1(CC(N1)(C)C)C